tert-butyl (S)-(1-(6-chloro-6'-(tetrahydro-2H-pyran-4-yl)-[3,3'-bipyridin]-4-yl)piperidin-3-yl)carbamate ClC1=CC(=C(C=N1)C=1C=NC(=CC1)C1CCOCC1)N1C[C@H](CCC1)NC(OC(C)(C)C)=O